C1(CCCCC1)C=1C=NC(=NC1)CN(C(=O)[C@@H]1N(CC1)S(=O)(=O)C1=C(C(=C(C(=C1F)F)F)F)F)C1=CC(=C(C(=O)O)C=C1)O (R)-4-(N-((5-cyclohexylpyrimidin-2-yl)methyl)-1-((perfluorophenyl)sulfonyl)azetidine-2-carboxamido)-2-hydroxybenzoic acid